4-nitrophenyl (3,5-dibromophenyl)carbamate BrC=1C=C(C=C(C1)Br)NC(OC1=CC=C(C=C1)[N+](=O)[O-])=O